ClC(C(=O)OCCCCCCCCCCCCCCCCCCCCCCN1CCC(CC1)OC)=C 4-methoxy-piperidinebehenyl α-chloroacrylate